5-methyloctahydro-1H-pyrrolo[2,3-c]pyridine-1-carboxylic acid tert-butyl ester C(C)(C)(C)OC(=O)N1CCC2C1CNC(C2)C